OC1=C(C=C(C=C1C(F)(F)F)CN1C[C@H](CCC1)C)NC(C1=CC(=CC=C1)C1(CC(C1)C)C1=NN=CN1C)=O N-(2-Hydroxy-5-{[(3S)-3-methylpiperidin-1-yl]methyl}-3-(trifluoromethyl)phenyl)-3-[(1r,3s)-3-methyl-1-(4-methyl-1,2,4-triazol-3-yl)cyclobutyl]benzamide